5-(4-((1,4-Dioxan-2-yl)methoxy)-3-methoxyphenyl)-2-oxo-6-(trifluoromethyl)-1,2-dihydropyridin-3-carboxamide O1C(COCC1)COC1=C(C=C(C=C1)C=1C=C(C(NC1C(F)(F)F)=O)C(=O)N)OC